C=C1CC2(CCCN2C1)CO (2-methylidene-tetrahydro-1H-pyrrolizin-7a-yl)methanol